C(C)(C)(C)OC(=O)CCCCCCCCCCOC=1C2=CC=CC=C2C(=C2C=CC=CC12)OCCCCCCCCCCC(=O)OC(C)(C)C 9,10-bis(tert-butoxycarbonyldecyloxy)anthracene